Cl.O.O.O.O.NC1(CC(=CC=C1N)C1=CC=C(N)C=C1)N 3,3-diaminobenzidine tetrahydrate hydrochloride